C(#N)C=1C=C(C=CC1F)NC(=O)C1=CN(C(=C1)C(C(N[C@H](C(F)(F)F)C)=O)=O)C (S)-N-(3-cyano-4-fluorophenyl)-1-methyl-5-(2-oxo-2-((1,1,1-trifluoroprop-2-yl)amino)acetyl)-1H-pyrrole-3-carboxamide